[Br-].BrC(C)N1C(N(C(=C1C1=CC=CC=C1)C1=CC=CC=C1)CC=C)C 1-bromoethyl-2-methyl-3-allyl-4,5-diphenyl-imidazole bromide